C(C)(=O)OC(=CC(=O)O)C=CC=C(C=CC=CC=CCCCCCCCCC)OC(C)=O 3,7-diacetoxydocosahexaenoic acid